(R)-3-hydroxy-4-(8-(piperidin-3-ylamino)pyrido[2,3-d]pyridazin-5-yl)benzonitrile OC=1C=C(C#N)C=CC1C1=C2C(=C(N=N1)N[C@H]1CNCCC1)N=CC=C2